S-octanoyl-mercaptopropyl-triethoxysilane C(CCCCCCC)(=O)SCCC[Si](OCC)(OCC)OCC